2,4-Dibromo-3-chloro-8-iodophenazin-1-ol BrC1=C(C2=NC3=CC(=CC=C3N=C2C(=C1Cl)Br)I)O